O[C@]12CNCC[C@]1(C(NC2)=O)C (3aS,7aR)-3a-hydroxy-7a-methyl-octahydro-1H-pyrrolo[3,4-c]pyridin-1-one